1-Ethyl 2-amino-4-(2-ethoxy-2-oxo-ethyl)-5,6-dihydro-4H-cyclopenta[b]thiophene-3-carboxylate NC1=C(C2=C(S1)CCC2CC(=O)OCC)C(=O)OCC